8-bromo-N-(1-(cyclopropylsulfonyl)piperidin-4-yl)-6-(difluoromethyl)quinazolin-2-amine BrC=1C=C(C=C2C=NC(=NC12)NC1CCN(CC1)S(=O)(=O)C1CC1)C(F)F